N-(4-(6-(5-(6-methylpyridin-2-yl)-1H-imidazol-4-yl)quinolin-3-yl)cyclohex-3-en-1-yl)-2-((2-oxotetrahydrofuran-3-yl)thio)acetamide CC1=CC=CC(=N1)C1=C(N=CN1)C=1C=C2C=C(C=NC2=CC1)C1=CCC(CC1)NC(CSC1C(OCC1)=O)=O